tert-Butyl 4-((4,5-dichloropyrimidin-2-yl)amino)piperidine-1-carboxylate ClC1=NC(=NC=C1Cl)NC1CCN(CC1)C(=O)OC(C)(C)C